[N-](S(=O)(=O)C(F)(F)F)S(=O)(=O)C(F)(F)F.C(CCC)[P+](CCCC)(CCCC)CCCC tetrabutylphosphonium bis(trifluoromethanesulfonyl)imide salt